(E)-5-(1-methylcyclopropoxy)-1H-indazole CC1(CC1)OC=1C=C2C=NNC2=CC1